1-bromo-4-({2-[(2H3)methyloxy](2H4)ethyl}oxy)benzene BrC1=CC=C(C=C1)OC(C(OC([2H])([2H])[2H])([2H])[2H])([2H])[2H]